OC=1C(=C(C(=O)O)C=CC1)C hydroxy(methyl)benzoic acid